7-cyclopropyl-1-(2-(trifluoromethyl)pyridin-3-yl)quinazolin-2,4(1H,3H)-dione C1(CC1)C1=CC=C2C(NC(N(C2=C1)C=1C(=NC=CC1)C(F)(F)F)=O)=O